4-[6-[(6-methoxy-2-methyl-3,4-dihydro-1H-isoquinolin-7-yl)amino]pyrazolo[3,4-d]pyrimidin-1-yl]-2-methyl-butan-2-ol COC=1C=C2CCN(CC2=CC1NC1=NC=C2C(=N1)N(N=C2)CCC(C)(O)C)C